(E)-ethyl 3-(4-(4-(N-(20-amino-3,6,9,12,15,18-hexaoxaicosyl)sulfamoyl)phenoxy)-3,5-difluorophenyl)-2-methylacrylate NCCOCCOCCOCCOCCOCCOCCNS(=O)(=O)C1=CC=C(OC2=C(C=C(C=C2F)/C=C(/C(=O)OCC)\C)F)C=C1